OC1(CC(C1)C(=O)N1CC2(C1)CCC(CC2)CC2=C(C=CC=C2)C)C ((1s,3s)-3-Hydroxy-3-methylcyclobutyl)(7-(2-methylbenzyl)-2-azaspiro[3.5]nonan-2-yl)methanon